(S)-6-chloro-3-(1H-imidazol-1-yl)-5-methoxy-1-methyl-2-(3-(2,2,2-trifluoro-1-methoxyethyl)-1H-1,2,4-triazol-5-yl)-1H-pyrrolo[3,2-b]pyridine ClC=1C=C2C(=NC1OC)C(=C(N2C)C2=NC(=NN2)[C@@H](C(F)(F)F)OC)N2C=NC=C2